NC1=NC(=NC(=N1)Cl)NC1=CC=C(C#N)C=C1 4-((4-amino-6-chloro-1,3,5-triazin-2-yl)amino)benzonitrile